17a-hydroxy-21-propionyl-oxy-pregna-4-ene-3,20-dione O[C@]1(C(COC(CC)=O)=O)CC[C@H]2[C@@H]3CCC4=CC(CC[C@]4(C)[C@H]3CC[C@]12C)=O